C(C1=CC=CC=C1)C(C(=O)O)CO 2-benzyl-3-hydroxypropanoic acid